Cl.C1CC12NC[C@@H](OC2)COC=2N=C(C1=C(N2)CN(CC1)C1=CC=CC2=CC=CC=C12)N1C[C@@H](N(CC1)C(=O)OCC1=CC=CC=C1)CC#N benzyl (S)-4-(2-(((R)-7-oxa-4-azaspiro[2.5]octan-6-yl)methoxy)-7-(naphthalen-1-yl)-5,6,7,8-tetrahydropyrido[3,4-d]pyrimidin-4-yl)-2-(cyanomethyl)piperazine-1-carboxylate hydrochloride